FC(OC1=NC(=CC=C1NC(=O)C1(CCC(CC1)C(=O)O)C1=C(C=CC=C1)C(C)C)C)F (1s,4s)-4-((2-(difluoromethoxy)-6-methylpyridin-3-yl)carbamoyl)-4-(2-isopropylphenyl)cyclohexane-1-carboxylic acid